BrC1=CC=C(C=C1)C1=CC=C(N1C1=C(C=CC=C1)C(F)(F)F)C1=CC=C(C=C1)S(=O)(=O)N 4-[5-(4-bromophenyl)-1-[2-(trifluoromethyl)phenyl]pyrrol-2-yl]benzenesulfonamide